ClC=1C=CC(=C(C1)C1(OC(=C(C1=O)O[Si](C)(C)C)N)C)F 2-(5-chloro-2-fluorophenyl)-2-methyl-4-trimethylsiloxy-5-amino-3(2H)-furanone